N-Benzyl-2-{[(4-methyl-1-piperazinyl)acetyl]amino}-4,5,6,7-tetrahydro-1-benzothiophen-3-carboxamid C(C1=CC=CC=C1)NC(=O)C1=C(SC2=C1CCCC2)NC(CN2CCN(CC2)C)=O